C(C)(C)(C)OC(=O)N1[C@@H]([C@@H]([C@H](C1)OC(=O)OC(C)(C)C)OC(=O)C1CSSC1)CC1=CC=C(C=C1)OC.C(C1=CC=CC=C1)OC1=CC(=CC=C1)C(=C)C1CC1 1-(benzyloxy)-3-(1-cyclopropylvinyl)benzene tert-butyl-(2R,3S,4S)-4-[(tert-butoxycarbonyl)oxy]-3-(1,2-dithiolane-4-carbonyloxy)-2-[(4-methoxyphenyl)methyl]pyrrolidine-1-carboxylate